4-(4-(4-Acryloylpiperazin-1-yl)phenyl)-5-methoxy-6-(1-methyl-1H-pyrazol-4-yl)pyrazolo[1,5-a]pyridine-3-carbonitrile C(C=C)(=O)N1CCN(CC1)C1=CC=C(C=C1)C=1C=2N(C=C(C1OC)C=1C=NN(C1)C)N=CC2C#N